FC(C=1C=C(C=CC1F)C=1C=C2C(=NC1)C=NN2CC(=O)N2CC(C2)NC(C)=O)F N-[1-[2-[6-[3-(Difluoromethyl)-4-fluoro-phenyl]pyrazolo[4,3-b]pyridin-1-yl]acetyl]azetidin-3-yl]acetamide